CN1N=CC(=C1)C=1C=CC=C2CCNCC12 8-(1-methyl-1H-pyrazol-4-yl)-1,2,3,4-tetrahydroisoquinoline